O1CC(C1)OC1=CC=C(C=C1)B(O)O (4-((1,1-Thioxetan-3-yl)oxy)phenyl)boronic acid